NC(C(C)C)C=CCC(CC=C)O (1-amino-2-methyl-propyl)-hepta-1,6-dien-4-ol